NC1=CC=C(C=N1)N1CCN(CC1)C(=O)C1=NC=C(C(=C1)OC)OC1=CC=C(C=C1)F [4-(6-Amino-pyridin-3-yl)-piperazin-1-yl]-[5-(4-fluoro-phenoxy)-4-methoxy-pyridin-2-yl]-methanone